ClC=1C(N(C(=CC1OCC1=C(C=C(C=C1)F)F)C)C1=CC(=NC=C1C)N1C(C(=CC=C1)C(C)(C)O)=O)=O 3''-chloro-4''-((2,4-difluorobenzyl)oxy)-3-(2-hydroxypropan-2-yl)-5',6''-dimethyl-2H,2''H-[1,2':4',1''-terpyridine]-2,2''-dione